BrC1=CC2=C(CCC=3C(=NN(C23)C2=CC(=CC(=C2)Cl)Cl)C(=O)O)C=C1 8-bromo-1-(3,5-dichlorophenyl)-4,5-dihydrobenzo[g]indazole-3-carboxylic acid